N1=C(C)C(O)=C2COC(C2=C1)=O 5-Pyridoxolactone